N-(3-(2-((4-(4-(12-aminododecyl)piperazin-1-yl)-2-methoxyphenyl)amino)-5-methyl-yl-7-oxopyrido[2,3-d]pyrimidin-8(7H)-yl)phenyl)cyclopropanecarboxamide NCCCCCCCCCCCCN1CCN(CC1)C1=CC(=C(C=C1)NC=1N=CC2=C(N1)N(C(CC2=C)=O)C=2C=C(C=CC2)NC(=O)C2CC2)OC